BrC1=CC=C(C=C1)S(=O)C=1C=C(C(=O)OC)C=C(C1)Cl methyl 3-(4-bromophenyl)sulfinyl-5-chloro-benzoate